C(CCCCCCCCCCCCCCCCCCCCC)(=O)NCCCN(C)C BEHENAMIDOPROPYLDIMETHYLAMIN